OC(O)C12C3CCCC3C(CC1)C2 dihydroxymethyltricyclo-(5.2.1.02,6)decane